6-chloro-2,4-dimethyl-5-(methyl-d3)-4,5-dihydro-2H-[1,2,3]triazolo[4,5-c][1,7]naphthyridine ClC1=NC=CC=2C=3C(C(N(C12)C([2H])([2H])[2H])C)=NN(N3)C